FC=1C=C2C(=CN(C(C2=CC1F)=O)C)[C@@H](C)N(C(=O)C=1NC2=CC(=C(C=C2C1)F)F)C |r| Racemic-N-(1-(6,7-difluoro-2-methyl-1-oxo-1,2-dihydroisoquinolin-4-yl)ethyl)-5,6-difluoro-N-methyl-1H-indole-2-carboxamide